C1(=CC=C(C=C1)CC1=NOC(=N1)CCC=1N=CNC1)C1=CC=CC=C1 (S)-1-(3-([1,1'-biphenyl]-4-ylmethyl)-1,2,4-oxadiazol-5-yl)-2-(1H-imidazol-4-yl)ethane